O=C1N(C(C(N1)CCC(F)(F)F)=O)C1CC2(CC(C2)OC2=NC=CC=C2C(=O)N)C1 2-{[(αR)-6-[2,5-dioxo-4-(3,3,3-trifluoropropyl)-imidazolidin-1-yl]-spiro[3.3]heptan-2-yl]oxy}pyridine-3-carboxamide